COC=1C=C2C=CC=NC2=C(C1)NS(=O)(=O)C1=CC=C(C)C=C1 N-(6-methoxy-8-quinolyl)para-toluenesulfonamide